FC(C(C(C(C(C(C(C(C(C(C(C(C(C(C(C(C(C(F)(F)F)(F)F)(F)F)(F)F)(F)F)(F)F)(F)F)(F)F)(F)F)(F)F)(F)F)(F)F)(F)F)(F)F)(F)F)(F)F)(F)F)(O)F perfluoro-octadecan-1-ol